5-[2-hydroxy-3-(3-methoxyphenylamino)propyl]-1,3-oxazol-2(3H)-thione OC(CC1=CNC(O1)=S)CNC1=CC(=CC=C1)OC